N-[(2R)-1-Hydroxypropan-2-yl]-6-[(3S)-3-methylpyrrolidin-1-yl]-5-[4-(trifluoromethyl)phenoxy]pyridine-2-carboxamide OC[C@@H](C)NC(=O)C1=NC(=C(C=C1)OC1=CC=C(C=C1)C(F)(F)F)N1C[C@H](CC1)C